C(C1=CC=CC=C1)OC(=O)N[C@H](C(=O)O)CNC(=O)OC(C)(C)C (S)-2-(((benzyloxy)carbonyl)amino)-3-((tert-butoxycarbonyl)amino)propanoic acid